(3,5-Dibromo-4-hydroxyphenyl)(1-methyl-5,6-dihydropyrazolo[4,3-b][1,4]oxazin-7(1H)-yl)methanone BrC=1C=C(C=C(C1O)Br)C(=O)N1C2=C(OCC1)C=NN2C